2,2-di(p-hydroxyphenyl)propane OC1=CC=C(C=C1)C(C)(C)C1=CC=C(C=C1)O